CNC(C(CC)C)=O N-methyl-2-methyl-butanamide